FC(COC1=C(C=CC=C1)N1N=CC2=C1CN(C2)C2=CC=C(C=N2)C#N)(F)F 6-{1-[2-(2,2,2-trifluoroethoxy)phenyl]-4,6-dihydropyrrolo[3,4-c]pyrazol-5(1H)-yl}pyridine-3-carbonitrile